CC1=NC(=NC=C1S(=O)(=O)N1CC2(C1)CN(C2)C2CC1(COC1)C2)C(F)(F)F 2-[4-methyl-2-(trifluoromethyl)pyrimidin-5-yl]sulfonyl-6-(2-oxaspiro[3.3]heptan-6-yl)-2,6-diazaspiro[3.3]heptane